ClC1=NC=CC(=N1)NC=1N=CC=2CCC3=C(C2C1F)NC1=C3C(NCC13OCC3)=O 2'-((2-chloropyrimidin-4-yl)amino)-1'-fluoro-6',8',9',11'-tetrahydrospiro[oxetane-2,10'-pyrido[3',4':4,5]pyrrolo[2,3-f]isoquinolin]-7'(5'H)-one